1-methyl-1,3,8-triazaspiro[4.5]decan-4-one hydrochloride Cl.CN1CNC(C12CCNCC2)=O